C(C=C)C([C@H](O)[C@@H](O)[C@H](O)CO)O 1-allylxylitol